2-(diethylamino)-N-(2,6-dimethylphenyl)acetamide C(C)N(CC(=O)NC1=C(C=CC=C1C)C)CC